P(=O)(O)(O)O.C1(=CC=CC=C1)OC1=CC=CC=C1 PHENYL ether PHOSPHATE